C(CCCCCCCCCCCCCCCCC)(=O)N Stearic acid monoamide